C(CCCCCCCCC)OCC(CNC1=CC=C(C=C1)NCC(COCCCCCCCCCC)O)O 1,4-bis[3-decyloxy-2-hydroxy-propylamino]benzene